6-chloro-2,4-diiodonaphthalen-1-amine ClC=1C=C2C(=CC(=C(C2=CC1)N)I)I